prop-2-en-1-ol C(C=C)O